1-(2-(3,8-diazabicyclo[3.2.1]octan-8-yl)-6,7-dihydrothiazolo[5,4-c]pyridin-5(4H)-yl)-2-(3,3-dimethylcyclobutyl)ethan-1-one C12CNCC(CC1)N2C=2SC=1CN(CCC1N2)C(CC2CC(C2)(C)C)=O